CCCCCCCCCC normal decane